ethoxy-N-hydroxylsuccinimide C(C)OC1C(=O)N(C(C1)=O)O